6-(4-cyclopropylphenyl)thiazolo[4,5-b]pyrazin-2-amine C1(CC1)C1=CC=C(C=C1)C=1N=C2C(=NC1)N=C(S2)N